ClC=1C=[NH+]C=C(C1)Cl 3,5-dichloropyridinium